ClC=1C(=NC(=NC1)NC1CCN(CC1)S(=O)(=O)C)C=1C=C2C(=CC=NC2=C(C1)F)[C@@H](C)NC(OC(C)(C)C)=O |r| (±)-Tert-butyl (1-(6-(5-chloro-2-((1-(methylsulfonyl)piperidin-4-yl)amino)pyrimidin-4-yl)-8-fluoroquinolin-4-yl)ethyl)carbamate